C(C)(C)(C)OC(CNC1=C(C=C(C=C1)OCCCCCC)[N+](=O)[O-])=O (4-(hexyloxy)-2-nitrophenyl)glycine tert-butyl ester